CC1=NC2=CC=CC(=C2C(N1C1C(NC(CC1)=O)=O)=O)NCCCCCCCN1CCN(CCC1)C 3-(2-methyl-5-((7-(4-methyl-1,4-diazepan-1-yl)heptyl)amino)-4-oxoquinazoline-3(4H)-yl)piperidine-2,6-dione